ClC1=NC2=CC(=C(C=C2C(=N1)Cl)OC)OC 2,4-dichloro-6,7-dimethoxyquinazoline